1-((2R,4S,5R)-5-((bis(4-methoxyphenyl)(phenyl)methoxy)methyl)-4-hydroxytetrahydrofuran-2-yl)-N-(naphthalen-1-ylmethyl)-2,4-dioxo-1,2,3,4-tetrahydropyrimidine-5-carboxamide COC1=CC=C(C=C1)C(OC[C@@H]1[C@H](C[C@@H](O1)N1C(NC(C(=C1)C(=O)NCC1=CC=CC2=CC=CC=C12)=O)=O)O)(C1=CC=CC=C1)C1=CC=C(C=C1)OC